N-Methyldibenzylamine CN(CC1=CC=CC=C1)CC1=CC=CC=C1